3-Isocyanatopropyl-methyldiethoxysilan N(=C=O)CCC[Si](OCC)(OCC)C